C(=O)OC(C1=CC=CC=C1)C1=CC=CC=C1 phenylbenzyl formate